C[C@@H]1N2[C@H](C[C@H]3C(CCC[C@H]13)=O)COC2=O (5S,5aS,9aR,10aR)-5-methyl-5,5a,6,7,8,9a,10,10a-octahydro-1H-oxazolo[3,4-b]isoquinoline-3,9-dione